ClC1=C(N=C(NC1=O)C1=CC(=NC=C1)F)N1[C@H](CCCC1)C 5-chloro-2-(2-fluoro-4-pyridinyl)-4-[(2S)-2-methyl-1-piperidinyl]-1H-pyrimidin-6-one